acetamidourea C(C)(=O)NNC(=O)N